6-(4-Acetamido-3-cyano-phenyl)-N-[(2-methyl-3-pyridyl)methyl]pyridine-3-carboxamide C(C)(=O)NC1=C(C=C(C=C1)C1=CC=C(C=N1)C(=O)NCC=1C(=NC=CC1)C)C#N